BrC1=CC=C(C=C1)[C@@H](C)NCC(=O)NCC1=CC=C(C=C1)Cl (R)-2-((1-(4-bromophenyl)ethyl)amino)-N-(4-chlorobenzyl)acetamide